C(C(=C)C)(=O)OCCC[SiH2]OCC 3-(methacryloyloxy)propylethoxysilane